ClC1=CC=C(C=N1)C(CC#N)N1N=CC(=C1)C=1C2=C(N=CN1)N(C=C2)COCC[Si](C)(C)C 3-(6-Chloropyridin-3-yl)-3-[4-(7-[2-(trimethylsilyl)ethoxy]methyl-7H-pyrrolo[2,3-d]pyrimidin-4-yl)-1H-pyrazol-1-yl]propanenitrile